5-fluoro-8-(4-fluorophenyl)-9-(oxazolidine-2,4-dione-3-yl)-8,9-dihydro-2H-pyrido[4,3,2-de]phthalazin-3(7H)-one FC=1C=C2C=3C(=NNC(C3C1)=O)C(C(N2)C2=CC=C(C=C2)F)N2C(OCC2=O)=O